[Br-].COC(OC)[SiH2]CCCCCCCCOC1=C(C=C(C=C1)O)CC(C(CCCC)(CCCC)CCCC)(C)[P+](C(C)(C)C)(C(C)(C)C)C1=C(C=CC(=C1)O)OCCC[SiH2]C(OC)OC (2-[8-(dimethoxymethylsilyl)octoxy]-5-hydroxyphenyl)tri(n-butyl)(2-[3-(dimethoxymethylsilyl)propoxy]-5-hydroxyphenyl)tri(tert-butyl)phosphonium bromide